C(C)OC(C(CC(=O)OCC)NCCC[Si](OC)(OC)OC)=O (3-trimethoxysilylpropyl)aminosuccinic acid diethyl ester